NCC1=CC(=C(C=C1)NC(=O)C1=CC2=C(OCCC3=C2SC=C3)C=C1C=1C(=NC(=CC1)C(NCCC)=O)C(=O)O)Cl 3-(9-((4-(aminomethyl)-2-chlorophenyl)carbamoyl)-4,5-dihydrobenzo[b]thieno[2,3-d]oxepin-8-yl)-6-(propylcarbamoyl)picolinic acid